FC1(CCC(CC1)\C=N\NC(=O)C1=NC(=CN=C1)C1=CC=C(C=C1)OC(C)C)F (E)-N'-((4,4-difluorocyclohexyl)methylene)-6-(4-isopropoxyphenyl)pyrazine-2-carbohydrazide